vinyl isonicotinoylvalerate C(C1=CC=NC=C1)(=O)C(C(=O)OC=C)CCC